(4S,5s)-3-chloro-5-((S)-5H-imidazo[5,1-a]isoindol-5-yl)-4,5,6,7-tetrahydropyrazolo[1,5-a]pyridin-4-ol ClC=1C=NN2C1[C@H]([C@@H](CC2)[C@@H]2N1C(C3=CC=CC=C23)=CN=C1)O